CN(C1=CC=C2C=C(NC2=C1)C(=O)N1CC2=C(NC=3C=CC=CC23)CC1)C [6-(Dimethylamino)-1H-indol-2-yl]-(1,3,4,5-tetrahydropyrido[4,3-b]indol-2-yl)methanone